iso-Butyl benzoate C(C1=CC=CC=C1)(=O)OCC(C)C